ethyl 2-(2-((5-(3-(aminomethyl)phenyl)-2-isopropyl-2H-indazol-3-yl)methoxy)-4-methoxyphenyl)acetate NCC=1C=C(C=CC1)C1=CC2=C(N(N=C2C=C1)C(C)C)COC1=C(C=CC(=C1)OC)CC(=O)OCC